C1(CCCCC1)C(=CC=CC(C)=O)C 6-cyclohexylhept-3,5-dien-2-one